P(=O)(OCCCCCCCCCCCCCCCC)([O-])[O-] Cetyl Phosphate